C(C)OCCOCCOCCOCCO tetrakisethylene glycol ethyl ether